sodium vinyl-sulfonate hydroxyethyl-methacrylate OCCOC(C(=C)C)=O.C(=C)S(=O)(=O)[O-].[Na+]